β-D-mannopyranosyl-N-dodecylhexadecanamide CCCCCCCCCCCCCCC([C@H]1[C@H]([C@H]([C@@H]([C@H](O1)CO)O)O)O)C(=O)NCCCCCCCCCCCC